N-methyl-1H-indole-2-carboxamide CNC(=O)C=1NC2=CC=CC=C2C1